2-{4-[(1-hydroxycyclopropyl)methoxy]phenyl}-6-methyl-4-[2-(2,2,2-trifluoroethoxy)phenyl]-2,3-dihydro-1H-pyrrolo[3,4-c]pyridin-1-one OC1(CC1)COC1=CC=C(C=C1)N1CC=2C(=NC(=CC2C1=O)C)C1=C(C=CC=C1)OCC(F)(F)F